N(=[N+]=[N-])C1C2C(C3=C(N(C1=O)C)N=CC=N3)C2 cis-7-azido-5-methyl-7,7a,8,8a-tetrahydrocyclopropa[d]pyrazino[2,3-b]azepin-6(5H)-one